CC1=NC(=CC(=N1)N1CCN(CC1)CC1=CC=C(CC=2C=3C4=C(C(N(C4=CC2)[C@@H]2C(NC(CC2)=O)=O)=O)C=CC3)C=C1)N1C=NC(=C1)C(F)(F)F (S)-3-(6-(4-((4-(2-methyl-6-(4-(trifluoromethyl)-1H-imidazol-1-yl)pyrimidin-4-yl)piperazin-1-yl)methyl)benzyl)-2-oxobenzo[cd]indol-1(2H)-yl)piperidin-2,6-dione